FC1=C2C=C(NC2=CC=C1)C(=O)N1CC2(CC2)C[C@H]1C(=O)N[C@H](CO)C[C@H]1C(NCC1)=O (S)-5-(4-fluoro-1H-indole-2-carbonyl)-N-((S)-1-hydroxy-3-((S)-2-oxopyrrolidin-3-yl)propan-2-yl)-5-azaspiro[2.4]heptane-6-carboxamide